2,2,2-Trifluoroethyl (S)-2-amino-3-(2-chlorophenyl)propanoate hydrochloride Cl.N[C@H](C(=O)OCC(F)(F)F)CC1=C(C=CC=C1)Cl